BrC1=CC=C(CN2N=C3C=CC(=CC3=C2)C(=O)O)C=C1 2-(4-Bromobenzyl)-2H-indazole-5-carboxylic acid